N1=C(C(=C(C=C1)O)O)O Pyridinetriol